p-fluorobenzylthiobipyridyl FC1=C(C(=NC=C1)C1=NC=CC=C1)SCC1=CC=CC=C1